1-azido-N-(3-(triethoxysilyl)propyl)-3,6,9,12,15-pentaoxaoctadecan-18-amide N(=[N+]=[N-])CCOCCOCCOCCOCCOCCC(=O)NCCC[Si](OCC)(OCC)OCC